OC(=O)C(F)(F)F.N1CCC(CC1)C1=CC=C(C=C1)NC1C(NC(CC1)=O)=O 3-((4-(piperidin-4-yl)phenyl)amino)piperidine-2,6-dione TFA salt